tert-butyl ((4-(4-ethynylphenyl)-4,5,6,7-tetrahydropyrazolo[1,5-a]pyrimidin-6-yl)methyl)carbamate C(#C)C1=CC=C(C=C1)N1C=2N(CC(C1)CNC(OC(C)(C)C)=O)N=CC2